4-[7-[6-amino-4-ethyl-3-(trifluoromethyl)-2-pyridinyl]-6-chloro-quinazolin-4-yl]Piperazine-1-carboxylic acid tert-butyl ester C(C)(C)(C)OC(=O)N1CCN(CC1)C1=NC=NC2=CC(=C(C=C12)Cl)C1=NC(=CC(=C1C(F)(F)F)CC)N